(2R)-2-(3-{5-chloro-2-[(oxetan-3-yl)amino]pyrimidin-4-yl}-5-oxo-5H,6H,7H-pyrrolo[3,4-b]pyridin-6-yl)-N-[(1S)-2-hydroxy-1-(3-methoxyphenyl)ethyl]propanamide tin dichloride monohydrate O.[Sn](Cl)Cl.ClC=1C(=NC(=NC1)NC1COC1)C=1C=C2C(=NC1)CN(C2=O)[C@@H](C(=O)N[C@H](CO)C2=CC(=CC=C2)OC)C